N-((3,5-diisopropyl-1-methyl-1H-pyrazol-4-yl)carbamoyl)-6,7-dihydro-5H-pyrazolo[5,1-b][1,3]oxazine-3-sulfonamide C(C)(C)C1=NN(C(=C1NC(=O)NS(=O)(=O)C=1C=NN2C1OCCC2)C(C)C)C